NC1C[C@H](CN(C1)C(=O)OC(C)(C)C)C(=O)OC tert-butyl O3-methyl (3R)-5-aminopiperidine-1,3-dicarboxylate